5-fluoro-6-(2-(3-(1-methyl-1H-pyrazol-5-yl)phenoxy)ethoxy)nicotinonitrile FC=1C(=NC=C(C#N)C1)OCCOC1=CC(=CC=C1)C1=CC=NN1C